C(C)OC(CN(C(CC(=O)OC(C)(C)C)C1=CC=C(C=C1)C(F)(F)F)C)OC tert-butyl (2-((2-ethoxy-2-methoxyethyl) (methyl) amino)-2-(4-(trifluoromethyl) phenyl) ethyl)carboxylate